C(C)(=O)C1=NN(C2=CC=C(C=C12)C=1C=NC(=NC1)C)CC(=O)N1[C@@H](C[C@H](C1)F)C(=O)NC1=C(C(=CC=C1)C=1C=CC2=C(N=CS2)C1)F (2S,4R)-1-(2-(3-acetyl-5-(2-methylpyrimidin-5-yl)-1H-indazol-1-yl)acetyl)-N-(3-(benzo[d]thiazol-5-yl)-2-fluorophenyl)-4-fluoropyrrolidine-2-carboxamide